C(C)N(C)[Si]1(O[Si](O[Si](O1)(C)C)(C)N(CC)C)C bis(N-ethylmethylamino)-2,4,6,6-tetramethylcyclotrisiloxane